1-[(3S)-3-(3,5-difluorophenyl)-1,2-oxazolidin-2-yl]-2,2-dimethylpropan-1-one FC=1C=C(C=C(C1)F)[C@H]1N(OCC1)C(C(C)(C)C)=O